ClC1=C(C(=O)P(C(C2=CC=C(C=C2)Cl)=O)(C(C2=C(C=CC=C2Cl)Cl)=O)=O)C(=CC=C1)Cl bis-(2,6-dichlorobenzoyl)-4-chlorobenzoyl-phosphine oxide